COC(=O)[C@@]1(C2CC([C@@H](N1)C1=CC3=CC=CC=C3C=C1)(C2)C(=O)C2=CC1=CC=CC=C1C=C2)C methyl-(2S,4S)-5-(2-naphthoyl)-2-methyl-4-(naphthalen-2-yl)-3-azabicyclo[3.1.1]heptane-2-carboxylate